CS(=O)(=O)C1CN(C1)C(=O)O[C@@H]1CC[C@H](CC1)C(N(CC12CCC(CC1)(CC2)C2=CC(=C(C=C2)OC)C)C2=NC=CC(=C2)C=2C=NN(C2)C(C)(C)C)=O 4-((4-(1-(tert-Butyl)-1H-pyrazol-4-yl)pyridin-2-yl)((4-(4-methoxy-3-methylphenyl)bicyclo[2.2.2]octan-1-yl)methyl)carbamoyl)(trans-cyclohexyl) 3-(methylsulfonyl)azetidine-1-carboxylate